6-((2-methoxy-4-(morpholinosulfonyl)phenyl)amino)-4-(methylamino)-1H-pyrrolo[2,3-b]pyridine-3-carbonitrile COC1=C(C=CC(=C1)S(=O)(=O)N1CCOCC1)NC1=CC(=C2C(=N1)NC=C2C#N)NC